THIENO[3,2-B]PYRIDINE-4-OXIDE S1C=CC2=[N+](C=CC=C21)[O-]